2-((tert-butyldimethylsilyloxy)ethoxy)-2-(methylsulfonyl)-benzo[d]oxazole [Si](C)(C)(C(C)(C)C)OCCOC1(OC2=C(N1)C=CC=C2)S(=O)(=O)C